C(=O)(O)C=1C=C(C=CC1C(=O)O)SC1=CC(=C(C=C1)C(=O)O)C(=O)O 3,4-dicarboxyphenylsulfide